7-(Bromomethyl)-5-ethoxy-3-methylquinoxalin-2(1H)-one BrCC1=CC(=C2N=C(C(NC2=C1)=O)C)OCC